N1(CCC1)C(CN1N=C(C=CC1=O)C=1C=NC(=CC1)NC12CC(C1)C2)=O 2-(2-(azetidin-1-yl)-2-oxoethyl)-6-(6-(bicyclo[1.1.1]pentan-1-ylamino)pyridin-3-yl)pyridazin-3(2H)-one